2-bromo-4-(2-(2,4-difluorophenoxy)-5-(ethylsulfonylamino)phenyl)-6-methylpyridine 1-oxide BrC1=[N+](C(=CC(=C1)C1=C(C=CC(=C1)NS(=O)(=O)CC)OC1=C(C=C(C=C1)F)F)C)[O-]